O1CCN(CC1)C1=CC=C(C=C1)CC(CC)=O 1-(4-morpholinophenyl)butanone